N-(2,2,6-trimethyl-4-oxo-1,2,3,4-tetrahydro-9H-carbazol-9-yl)acetamide CC1(CC=2N(C3=CC=C(C=C3C2C(C1)=O)C)NC(C)=O)C